4-(tert-butyl)-2-iodo-6-(2-methoxyphenyl)pyridine C(C)(C)(C)C1=CC(=NC(=C1)C1=C(C=CC=C1)OC)I